N[C@H](C(=O)OC)CC1=C2C=CC=NC2=C(C=C1)C1=NC=CC(=C1C(F)(F)F)OC methyl (S)-2-amino-3-(8-(4-methoxy-3-(trifluoromethyl)pyridin-2-yl)quinolin-5-yl)propanoate